(R)-N-(3-((3-(9H-purin-6-yl)pyridin-2-yl)amino)-4-methylphenyl)-2-(3-(trifluoromethyl)piperidin-1-yl)acetamide N1=CN=C2NC=NC2=C1C=1C(=NC=CC1)NC=1C=C(C=CC1C)NC(CN1C[C@@H](CCC1)C(F)(F)F)=O